2-(7-cyano-5-(1-methoxyethyl)benzo[b]thiophen-2-yl)-4-methylthiazole-5-carboxylic acid C(#N)C1=CC(=CC2=C1SC(=C2)C=2SC(=C(N2)C)C(=O)O)C(C)OC